4-methyl-N-(1-((6-(trifluoromethyl)pyridin-3-yl)methyl)-1H-indazol-3-yl)thiazole-5-carboxamide CC=1N=CSC1C(=O)NC1=NN(C2=CC=CC=C12)CC=1C=NC(=CC1)C(F)(F)F